ClC1=C(C=CC=C1C1=NC=CC(=C1Cl)C1=NC(=C(C=C1)CNC1CC(C1)O)OC)NC1=NC=CC(=C1F)CNC1CCN(CC1)C(C)=O 1-(4-(((2-((2-chloro-3-(3'-chloro-5-(((3-hydroxycyclobutyl)amino)methyl)-6-methoxy-[2,4'-bipyridin]-2'-yl)phenyl)amino)-3-fluoropyridin-4-yl)methyl)amino)piperidin-1-yl)ethan-1-one